[C@H](C)(CC)[C@@H]1N(CC2=C(NC1=O)C=CC=C2)C(=O)C2=CC=C(N2)C(=O)O 5-((S)-3-((S)-sec-butyl)-2-oxo-2,3,4,5-tetrahydro-1H-benzo[e][1,4]diazepine-4-carbonyl)-1H-pyrrole-2-carboxylic acid